3-[(3-Bromopyridin-2-yl)sulfanyl]-N-hydroxypyridazine-4-carboxamide BrC=1C(=NC=CC1)SC=1N=NC=CC1C(=O)NO